N1(N=CN=C1)CP(O)(O)=O 1,2,4-triazol-1-ylmethyl-phosphonic acid